5-((1S)-fluoro((((S)-1-oxo-1-propoxypropan-2-yl)amino)(phenoxy)phosphoryl)methyl)benzo[b]thiophene-2-carboxylic acid F[C@H](C1=CC2=C(SC(=C2)C(=O)O)C=C1)P(=O)(OC1=CC=CC=C1)N[C@H](C(OCCC)=O)C